C1CCC12CN(CC2)CC=2C=C(C=1N(C2)C(NC1)=O)C(F)(F)F 6-{6-azaspiro[3.4]octan-6-ylmethyl}-8-(trifluoromethyl)-2H-imidazo[1,5-a]pyridin-3-one